N,N-dicyclohexyl-N',N'-disilyl-silane-diamine C1(CCCCC1)N([SiH2]N([SiH3])[SiH3])C1CCCCC1